N-(3-chloro-5-(methylsulfonamido)phenyl)-4-(5-ethoxy-3-fluoropyridin-2-yl)-5-methylthiophene-2-carboxamide ClC=1C=C(C=C(C1)NS(=O)(=O)C)NC(=O)C=1SC(=C(C1)C1=NC=C(C=C1F)OCC)C